CC1=C(C=C(C(=O)NCC2=NC=C3C=CC(NC3=C2)=O)C=C1)S(=O)(=O)C 4-methyl-3-(methylsulfonyl)-N-((2-oxo-1,2-dihydro-1,6-naphthyridin-7-yl)methyl)benzamide